rac-4-(2,3-dichloro-6-((2-(trimethylsilyl)ethoxy)methoxy)phenyl)-2-oxopyrrolidine-1-carboxylic acid tert-butyl ester C(C)(C)(C)OC(=O)N1C(C[C@@H](C1)C1=C(C(=CC=C1OCOCC[Si](C)(C)C)Cl)Cl)=O |r|